N-(4-((4-ethylpiperazin-1-yl)methyl)-3-(trifluoromethyl)phenyl)-4-(4,4,5,5-tetramethyl-1,3,2-dioxaborolan-2-yl)benzamide C(C)N1CCN(CC1)CC1=C(C=C(C=C1)NC(C1=CC=C(C=C1)B1OC(C(O1)(C)C)(C)C)=O)C(F)(F)F